(S)-1-(5-((4-isobutyl-3-isopropylpiperazin-1-yl)methyl)pyrazolo[1,5-a]pyridin-3-yl)dihydropyrimidine-2,4(1H,3H)-dione C(C(C)C)N1[C@H](CN(CC1)CC1=CC=2N(C=C1)N=CC2N2C(NC(CC2)=O)=O)C(C)C